ethyl 5-bromo-7-(2,2,2-trifluoro-1-hydroxy ethyl)benzofuran-3-carboxylate BrC=1C=C(C2=C(C(=CO2)C(=O)OCC)C1)C(C(F)(F)F)O